4-[[2-(5-Chloro-2-hydroxyphenyl)acetyl]amino]-N-[(1S,2S)-2-hydroxycyclohexyl]pyridin ClC=1C=CC(=C(C1)CC(=O)NC1=CCN(C=C1)[C@@H]1[C@H](CCCC1)O)O